ClC=1N=C(C2=C(N1)C(=C(N=C2)Cl)F)N2[C@@H]1[C@@H]([C@H](C[C@@H]2CC1)NC(OC(C)(C)C)=O)F |&1:18| tert-butyl ((1S,2R,3S,SR)-8-(2,7-dichloro-8-fluoropyrido[4,3-d]pyrimidin-4-yl)-2-fluoro-8-azabicyclo[3.2.1]octan-3-yl)carbamate